8-bromo-3-phenylbenzimidazo[2,1-b][1,3]benzothiazin-12-one BrC1=CC2=C(C=C1)N1C(SC3=C(C1=O)C=CC(=C3)C3=CC=CC=C3)=N2